isooctyl-di-n-octyl-tin C(CCCCC(C)C)[Sn](CCCCCCCC)CCCCCCCC